N1=CC=CC(=C1)C1N(C)CCC1.C(C(O)C(O)C(=O)O)(=O)O Tartaric acid nicotine salt